Butylpyrazole CCCCC1=CC=NN1